(oxan-4-yl)quinoline O1CCC(CC1)C1=NC2=CC=CC=C2C=C1